(S)-6-(1-amino-1,3-dihydrospiro[indene-2,4'-piperidine]-1'-yl)-3-(1-(2-methylpyridin-3-yl)cyclopropyl)-1,5-dihydro-4H-pyrazolo[3,4-d]pyrimidin-4-one N[C@@H]1C2=CC=CC=C2CC12CCN(CC2)C=2NC(C1=C(N2)NN=C1C1(CC1)C=1C(=NC=CC1)C)=O